The molecule is an N(2)-(3,4-dichlorobenzoyl)-N,N-dipentyl-alpha-glutamine that has (S)-configuration (the racemate is lorglumide, a CCK antagonist). It is a conjugate acid of a (S)-lorglumide(1-). It is an enantiomer of a (R)-lorglumide. CCCCCN(CCCCC)C(=O)[C@H](CCC(=O)O)NC(=O)C1=CC(=C(C=C1)Cl)Cl